ClCC(=O)C1=CC=CC=2OCOCC21 2-chloro-1-(benzo[d][1,3]dioxin-5-yl)ethan-1-one